(trans-4-(((S)-1-hydroxypropan-2-yl)oxy)cyclohexyl)-2-(3-methyl-1H-indazol-1-yl)pyrimidine-5-carboxamide OC[C@H](C)O[C@@H]1CC[C@H](CC1)C1=NC(=NC=C1C(=O)N)N1N=C(C2=CC=CC=C12)C